tert-butyl (S)-((1-(5-chloro-2-propoxybenzyl)pyrrolidin-3-yl)methyl)carbamate ClC=1C=CC(=C(CN2C[C@@H](CC2)CNC(OC(C)(C)C)=O)C1)OCCC